BrC1=CC(=CC(=C1)C)C1CC1 1-bromo-3-cyclopropyl-5-methylbenzene